COC(=O)C1=CN(C2=CC=C(C=C12)Br)CCC[C@H]1NCCC[C@@H]1O 5-bromo-1-(3-((2R,3S)-3-hydroxypiperidin-2-yl)propyl)-1H-indole-3-carboxylic acid methyl ester